3-(6-(2-(2-fluoro-5-(trifluoromethoxy)benzyl)-2H-tetrazol-5-yl)pyridin-2-yl)-3-hydroxybutane-2-sulfonamide FC1=C(CN2N=C(N=N2)C2=CC=CC(=N2)C(C(C)S(=O)(=O)N)(C)O)C=C(C=C1)OC(F)(F)F